C1(=CC=CS1)CN(C(=O)OCCOC=1C=CC=C(CN(C)C)C1)CC1=CC=CS1 5-[bis(thenyl)aminocarbonyloxyethoxy]dimethyl-benzylamine